CN(CCOC=1C=CC(=C(C(=O)N[C@H](C)C2=CC(=CC(=C2)C=2SC(=CC2)CN2CCOCC2)C=2C=NN(C2)C(C)C)C1)C)C (R)-5-(2-(dimethylamino)ethoxy)-N-(1-(3-(1-isopropyl-1H-pyrazol-4-yl)-5-(5-(morpholinomethyl)thiophen-2-yl)phenyl)ethyl)-2-methylbenzamide